C(C)(C)(C)OC(=O)N1CCC(CC1)N(C)C1=NC2=CC=CC=C2C(N1C1=C(C=CC=C1)OC1CC1)=O 4-((3-(2-cyclopropoxyphenyl)-4-oxo-3,4-dihydro-quinazolin-2-yl)(methyl)amino)piperidine-1-carboxylic acid tert-butyl ester